3-bromo-N-(3,4-dimethoxybenzyl)pyrazolo[1,5-a]pyrimidine BrC=1CN(N2C1N=CC=C2)CC2=CC(=C(C=C2)OC)OC